Cl.C(=CC)N propenamine hydrochloride